sulfuric acid-sulfanylamide SNS(O)(=O)=O